OCCNCC=1C=CC(=NC1)C(=O)NC1=C(C(=CC=C1)C1=NC=CC(=C1C)C1=NC(=C(N=C1)CNC[C@H]1NC(CC1)=O)OC)C (S)-5-(((2-hydroxyethyl)amino)methyl)-N-(3-(4-(6-methoxy-5-((((5-oxopyrrolidin-2-yl)methyl)amino)methyl)pyrazin-2-yl)-3-methylpyridin-2-yl)-2-methylphenyl)picolinamide